C(C1=CC=CC=C1)OC=1C=C(OC[C@@H](CNCCOCCOCCOC2=C(C=C(C=C2)C=CC(CC(C=CC2=CC(=C(C=C2)O)OC)=O)=O)OC)O)C=CC1OCCC1=CC=CC=C1 1-(4-(2-(2-(2-(((R)-3-(3-(benzyloxy)-4-phenethoxyphenoxy)-2-hydroxypropyl)amino)ethoxy)ethoxy)ethoxy)-3-methoxyphenyl)-7-(4-hydroxy-3-methoxyphenyl)hepta-1,6-diene-3,5-dione